(3-(Diphenylamino)phenyl)boronic acid C1(=CC=CC=C1)N(C=1C=C(C=CC1)B(O)O)C1=CC=CC=C1